N-((1r,4r)-4-(3,3-difluoropyrrolidin-1-yl)cyclohexyl)-4-(1-methyl-1H-imidazol-5-yl)thiazole-2-carboxamide FC1(CN(CC1)C1CCC(CC1)NC(=O)C=1SC=C(N1)C1=CN=CN1C)F